C(CCCCCCCCCCCCC(C)C)[Si](OC)(OC)OC iso-hexadecyltrimethoxysilane